[(R)-4-(6-Amino-4-methoxy-pyridin-3-yl)-2-methoxymethyl-piperazin-1-yl]-[5-(4-fluoro-phenoxy)-4-methoxy-pyridin-2-yl]-methanone NC1=CC(=C(C=N1)N1C[C@@H](N(CC1)C(=O)C1=NC=C(C(=C1)OC)OC1=CC=C(C=C1)F)COC)OC